CC=1C=C(C=CC1OC1=CC2=C(N(C=N2)C)C=C1)NC1=NC=NC2=C1N=C(N=C2)OC2CN(C2)C(C=C)=O 1-(3-((8-((3-methyl-4-((1-methyl-1H-benzo[d]imidazol-5-yl)oxy)phenyl)amino)pyrimido[5,4-d]pyrimidin-2-yl)oxy)azetidin-1-yl)prop-2-en-1-one